C1(C=CC(N1C1OC2=C3C(=CC=C2C=C1)C=CC=C3)=O)=O maleimidobenzochromene